(R)-1-Isopropyl-N'-((1',5',6',7'-tetrahydro-2'H-spiro[cyclopropane-1,3'-dicyclopenta[b,e]pyridin]-8'-yl)carbamoyl)-1H-pyrazole-3-sulfonimidamide C(C)(C)N1N=C(C=C1)[S@@](=O)(N)=NC(NC1=C2C(=NC3=C1CCC3)C3(CC2)CC3)=O